C(C)NCCC1=CC=C(C=C1)CO (4-(2-(ethylamino)ethyl)phenyl)methanol